2-chloro-4-((5-(2,2-difluoropropyl)-pyridin-3-yl)oxy)pyridine ClC1=NC=CC(=C1)OC=1C=NC=C(C1)CC(C)(F)F